NC(C(=O)OC)CCC(C)(C)C methyl 2-amino-5,5-dimethylhexanoate